C(C)(CC)NC1=C(C=CC=C1)NC(C)CC N,N'-di-sec-butyl-phenylene-diamine